NC1=NC(=NN2C1=NC=C2CC2=C(C=C(C=C2)OCCNC)OCC)O[C@@H](CCO)CCC |o1:26| (R or S)-3-((4-amino-7-(2-ethoxy-4-(2-(methylamino)ethoxy)benzyl)imidazo[2,1-f][1,2,4]triazin-2-yl)oxy)hexan-1-ol